diamyl-dimethyl-ammonium phosphate P(=O)([O-])([O-])[O-].C(CCCC)[N+](C)(C)CCCCC.C(CCCC)[N+](CCCCC)(C)C.C(CCCC)[N+](CCCCC)(C)C